6-chloro-1H-imidazo[4,5-c]Pyridine-2-thiol ClC1=CC2=C(C=N1)N=C(N2)S